CC([C@@H](C(=O)N1C[C@H]2[C@H]3CC[C@@H]([C@H]2C1)C31CC1)NC(C(F)(F)F)=O)(C)C (1'R,2'S,3'S,6'R,7'S)-4'-[(2S)-3,3-dimethyl-2-(2,2,2-trifluoroacetamido)butanoyl]-4'-azaspiro[cyclopropane-1,10'-tricyclo[5.2.1.0^{2,6}]decan]